(R)-2-hydroxy-3-((R)-2-((R)-1-(methylsulfonyl)pyrrolidine-2-carboxamido)-2-(4-phosphonophenyl)acetamido)-3,4-dihydro-2H-benzo[e][1,2]oxaborinine-8-carboxylic acid OB1OC2=C(C[C@@H]1NC([C@@H](C1=CC=C(C=C1)P(=O)(O)O)NC(=O)[C@@H]1N(CCC1)S(=O)(=O)C)=O)C=CC=C2C(=O)O